[W].[Cr].[Ni] Nickel-Chromium-Tungsten